(S)-1-amino-1'-(3-(3-chloro-2-morpholinopyridin-4-yl)-4-oxo-4,5-dihydro-1H-pyrrolo[3,2-c]pyridin-6-yl)-5-fluoro-1,3-dihydrospiro[indene-2,4'-piperidine]-6-carbonitrile N[C@@H]1C2=CC(=C(C=C2CC12CCN(CC2)C2=CC1=C(C(N2)=O)C(=CN1)C1=C(C(=NC=C1)N1CCOCC1)Cl)F)C#N